ethyl 5-((4-chloro-5-((3-(2,3-dihydrobenzo[b][1,4]dioxin-6-yl)-2-methylbenzyl)oxy)-2-formylphenoxy)methyl)nicotinate ClC1=CC(=C(OCC=2C=NC=C(C(=O)OCC)C2)C=C1OCC1=C(C(=CC=C1)C1=CC2=C(OCCO2)C=C1)C)C=O